di-isopropyl sulphite S(=O)(OC(C)C)OC(C)C